5-(2-chlorophenyl)-2-furoic acid ClC1=C(C=CC=C1)C1=CC=C(O1)C(=O)O